N-carboxylspermine C(=O)(O)NCCCNCCCCNCCCN